NC=1NC(C=2N(C(N(C2N1)[C@@H]1O[C@@H]([C@H]([C@H]1O)F)CO)=O)CC1=CC=C(S1)C(=O)O)=O 5-((2-Amino-9-((2R,3S,4S,5R)-4-fluoro-3-hydroxy-5-(hydroxymethyl)tetrahydrofuran-2-yl)-6,8-dioxo-1,6,8,9-tetrahydro-7H-purin-7-yl)methyl)thiophene-2-carboxylic acid